C(C)(C)(C)OC(=O)N[C@@H](CC1=CNC2=CC(=CC=C12)OC(C)=O)C(=O)O N-(tert-Butoxycarbonyl)-6-acetoxy-tryptophan